FC1=C2C=CN(C2=CC(=C1OC1=CC=C2CCNC(C2=C1)=O)F)S(=O)(=O)C1=CC=C(C=C1)C 7-[4,6-difluoro-1-(p-tolylsulfonyl)indol-5-yl]oxy-3,4-dihydro-1H-isoquinolin-1-one